N1N=CC=2C1=NC=NC2N[C@H](C(=O)O)CCN(CCCCC2=NC=1NCCCC1C=C2)CCOC=2C(=NC=CC2)C (S)-2-((1H-pyrazolo[3,4-d]pyrimidin-4-yl)amino)-4-((2-((2-methylpyridin-3-yl)oxy)ethyl)(4-(5,6,7,8-tetrahydro-1,8-naphthyridin-2-yl)butyl)amino)butanoic acid